5-methyl-[1,2,5]thiadiazole CN1C=CNS1